1-Methyl-2-(6-trifluoromethoxy-benzothiazol-2-ylamino)-1H-benzoimidazole-5-carboxylic acid (tetrahydro-pyran-4-ylmethyl)-amide O1CCC(CC1)CNC(=O)C1=CC2=C(N(C(=N2)NC=2SC3=C(N2)C=CC(=C3)OC(F)(F)F)C)C=C1